molybdenum-tungsten-tin [Sn].[W].[Mo]